2,8,8,11-Tetramethyl-2-(2-oxopropyl)-5-pentyl-4H,8H-benzo[c][1,3]dioxino[4,5-f]chromen-4-on CC1(OC(C=2C(=C3C4=C(C(OC3=CC2CCCCC)(C)C)C=CC(=C4)C)O1)=O)CC(C)=O